FC1=C(C=C(CC2=NNC(C3=CC=CC=C23)=O)C=C1)P1(CCN(CC1)C1=NC=CC=C1)=O 4-(4-fluoro-3-(4-oxido-1-(pyridin-2-yl)-1,4-azaphosphinan-4-yl)benzyl)phthalazin-1(2H)-one